CC1=C2C=CC(=NC2=C(C=C1)C)C=1OC2=C(C1C(C)C)C=CC=C2 5,8-Dimethyl-2-[3-(propan-2-yl)-1-benzofuran-2-yl]quinoline